methyl 2-[[6-[5-(6-methyl-2-pyridyl)-1H-imidazol-4-yl]-3-quinolyl]amino]acetate CC1=CC=CC(=N1)C1=C(N=CN1)C=1C=C2C=C(C=NC2=CC1)NCC(=O)OC